5-((14-((7-(dimethylamino)-10H-phenothiazin-3-yl)oxy)-3,6,9,12-tetraoxatetradecyl)oxy)-2-(2,6-dioxopiperidin-3-yl)isoindoline-1,3-dione CN(C=1C=C2SC=3C=C(C=CC3NC2=CC1)OCCOCCOCCOCCOCCOC=1C=C2C(N(C(C2=CC1)=O)C1C(NC(CC1)=O)=O)=O)C